(R)-4-((2-fluoro-4-methoxyphenyl)(5-methyl-1H-pyrrol-2-yl)(phenyl)methyl)phenol FC1=C(C=CC(=C1)OC)[C@](C1=CC=C(C=C1)O)(C1=CC=CC=C1)C=1NC(=CC1)C